2-[(2-chloro-3-fluoro-4-nitro-phenoxy)methyl]tetrahydrofuran ClC1=C(OCC2OCCC2)C=CC(=C1F)[N+](=O)[O-]